(S)-N-(1-cyclobutyl-7-fluoro-6-(2-hydroxy-2-methylpropyl)-1H-benzo[d]imidazol-2-yl)-2,2-dimethylcyclopropane-1-carboxamide C1(CCC1)N1C(=NC2=C1C(=C(C=C2)CC(C)(C)O)F)NC(=O)[C@@H]2C(C2)(C)C